BrC1=CC2=C(CC(O2)(CO)CO)C=C1 (6-bromo-2,3-dihydrobenzofuran-2,2-diyl)dimethanol